6,8-difluoro-7-hydroxy-4-methyl-coumarin FC=1C=C2C(=CC(OC2=C(C1O)F)=O)C